3-amino-4-(4'-((5-chloro-3-fluoropyridin-2-yl)oxy)-2'-fluoro-[1,1'-biphenyl]-3-yl)butanoic acid hydrochloride Cl.NC(CC(=O)O)CC=1C=C(C=CC1)C1=C(C=C(C=C1)OC1=NC=C(C=C1F)Cl)F